3-fluoro-3-cyclohexene-1,1-dicarboxylic acid methyl ester COC(=O)C1(CC(=CCC1)F)C(=O)O